5-(3-(2-(dimethylamino)propan-2-yl)piperidin-1-yl)pyridin-2-amine CN(C(C)(C)C1CN(CCC1)C=1C=CC(=NC1)N)C